1-(2,6-dimethoxypyridin-4-yl)propan-1-one COC1=NC(=CC(=C1)C(CC)=O)OC